tetradecene acetate (TETRADECENYL-ACETATE) C(=CCCCCCCCCCCCC)CC(=O)O.C(C)(=O)O.C=CCCCCCCCCCCCC